[Pt].[Pd].[Ag].[Cu].[Au].CC12CC3(CC(CC(C1)(C3)C)C2)C(=O)NC=2OC3=C(N2)C=CC(=C3)C(F)(F)F 3,5-dimethyl-N-[6-(trifluoromethyl)-1,3-benzoxazol-2-yl]adamantan-1-carboxamide Gold-Copper-Silver-Palladium-Platinum